C(#N)[C@H]1N(CCC1)C(CN1C[C@@H](CC1)C=1C2=C(SC1C(=O)N)C=CC=C2)=O ((S)-1-(2-((S)-2-cyanopyrrolidin-1-yl)-2-oxoethyl)pyrrolidin-3-yl)benzo[b]thiophene-2-carboxamide